2-oxo-4-thiazolidinecarboxamide O=C1SCC(N1)C(=O)N